Cl.NC1(CS(C1)(=O)=O)C 3-amino-3-methylthietane 1,1-dioxide hydrochloride